NC1=C(C2=C(N=NN2)C=C1C)C(=O)O 5-amino-6-methyl-3H-benzotriazole-4-carboxylic acid